C1(CC1)C1=C(N=NC(=C1)N[C@H]1CN(CCC1)C)C1=C(C=C(C=C1)C#C)O (R)-2-(4-cyclopropyl-6-((1-methylpiperidin-3-yl)amino)pyridazin-3-yl)-5-ethynylphenol